((6-(difluoromethoxy)-2-(3'-(5-fluoro-6-(pyrrolidin-1-ylmethyl)pyridin-3-yl)-2,2'-dimethyl-[1,1'-biphenyl]-3-yl)benzo[d]oxazol-5-yl)methyl)-L-proline FC(OC1=CC2=C(N=C(O2)C=2C(=C(C=CC2)C2=C(C(=CC=C2)C=2C=NC(=C(C2)F)CN2CCCC2)C)C)C=C1CN1[C@@H](CCC1)C(=O)O)F